C1=CC(=O)C(=O)C=C1 o-benzoquinone